4-(4-(4-tert-butylbenzoyl)phenylthio)phenyldiphenylsulfonium C(C)(C)(C)C1=CC=C(C(=O)C2=CC=C(C=C2)SC2=CC=C(C=C2)[S+](C2=CC=CC=C2)C2=CC=CC=C2)C=C1